N-((2-methoxy-5-(3-methoxyoxetan-3-yl)phenyl)sulfonyl)-5-(pyridin-2-yl)quinoline-2-carboxamide COC1=C(C=C(C=C1)C1(COC1)OC)S(=O)(=O)NC(=O)C1=NC2=CC=CC(=C2C=C1)C1=NC=CC=C1